C(C)(C)(C)OCCOCCO diethylene glycol tertiary butyl ether